1-{5-[4-(azetidin-3-yl)piperazine-1-carbonyl]-2-chlorophenyl}-1,3-diazinane-2,4-dione N1CC(C1)N1CCN(CC1)C(=O)C=1C=CC(=C(C1)N1C(NC(CC1)=O)=O)Cl